[Si](C)(C)(C(C)(C)C)OC=1C=CC(=NC1)NC(=O)N1NCC(CCC1)C1=NC=C(C=C1)F N-[5-[(tert-butyldimethylsilyl)oxy]pyridin-2-yl]-4-(5-fluoropyridin-2-yl)-diazepane-1-carboxamide